FC=1C=C(C=CC1)C1=NOC(=C1)CN1C(C(N(C=C1)C1(CCC1)C)=O)=O 1-((3-(3-fluorophenyl)isoxazol-5-yl)methyl)-4-(1-methylcyclobutyl)-1,4-dihydropyrazine-2,3-dione